C1COC2=C1C1=C(C=C2)CC[C@H]1CCNC(CC)=O N-[2-[(8S)-2,6,7,8-tetrahydro-1H-cyclopenta[e][1]benzofuran-8-yl]ethyl]propanamide